C(C=1C(C(=O)OCCCCCCCCC)=CC=CC1)(=O)OCCCCCCCCC di-nonyl phthalate